CN1N=CC(=C1)C(N)C1=CC=CC=C1 (1-methyl-1H-pyrazol-4-yl)(phenyl)methanamine